8-(2,3-Difluorobenzyl)-2-((4,5-dimethylfuran-2-yl)methyl)-6-phenylimidazo[1,2-a]pyrazin-3(7H)-on FC1=C(CC2=C3N(C=C(N2)C2=CC=CC=C2)C(C(=N3)CC=3OC(=C(C3)C)C)=O)C=CC=C1F